C(C)(C)NC(OC1=CC(=CC(=C1)F)F)=O (3,5-Difluorophenyl) N-isopropylcarbamate